6-(4-((7-Cyclopropyl-6-oxo-5,6-dihydro-1,5-naphthyridin-3-yl)methyl)piperazin-1-yl)pyridazine-3-carbonitrile C1(CC1)C=1C(NC=2C=C(C=NC2C1)CN1CCN(CC1)C1=CC=C(N=N1)C#N)=O